peryleneate C1(=CC=C2C=CC=C3C4=CC=CC5=CC=CC(C1=C23)=C45)C(=O)[O-]